C(CC=C)C1=C(C=CC(=C1)F)NC1=CN=C(C=C1C(=O)OC)C(F)(F)F Methyl 5-((2-(but-3-en-1-yl)-4-fluorophenyl)amino)-2-(trifluoromethyl)-isonicotinate